2-ethyl-N-(2-methylpyridin-4-yl)-1,1-dioxo-5-[(1r,4r)-4-methylcyclohexyl]-2H-1λ6,2,6-thiadiazine-3-carboxamide C(C)N1S(N=C(C=C1C(=O)NC1=CC(=NC=C1)C)C1CCC(CC1)C)(=O)=O